tert-butyl (3S,4R,5S)-3-fluoro-4-[[5-iodo-3-(2,2,2-trifluoroethyl) pyrazolo[1,5-a]pyridine-7-carbonyl]amino]-5-methyl-piperidine-1-carboxylate F[C@H]1CN(C[C@@H]([C@H]1NC(=O)C1=CC(=CC=2N1N=CC2CC(F)(F)F)I)C)C(=O)OC(C)(C)C